4-[5-({[4-(Aminomethyl)phenyl]methyl}(methyl)amino)-1-benzoyl-4-methyl-1H-pyrazol-3-yl]-3-methyl-1-(morpholin-4-carbonyl)piperidin-2-on NCC1=CC=C(C=C1)CN(C1=C(C(=NN1C(C1=CC=CC=C1)=O)C1C(C(N(CC1)C(=O)N1CCOCC1)=O)C)C)C